(8-fluoro-4-methylquinazolin-2-yl)methanol FC=1C=CC=C2C(=NC(=NC12)CO)C